tetramethylcyclopentadienyl-tertiary butylamino-titanium dichloride [Cl-].[Cl-].CCC(C(C)(C)C)(C)N[Ti+2]C1C=CC=C1